CN(CC(=O)NC)C 2-(dimethylamino)-N-methylacetamide